Cl.ClC1=C(C(=CC=C1)Cl)N1CN(C2=NC(=NC=C2C1=O)NC1=CC(=C(C=C1)C1CCNCC1)C)C 3-(2,6-dichlorophenyl)-1-methyl-7-((3-methyl-4-(piperidin-4-yl)phenyl)amino)-2,3-dihydropyrimido[4,5-d]Pyrimidin-4(1H)-one hydrochloride